C1=C2C(=CN=N1)OC1=C2C=CC=C1 benzofuro[2,3-d]pyridazine